O[C@H]1C[C@@H](CC1)CNC1=C(C=C(C=C1)S(=O)(=O)NC(C1=C(C=CC=C1)OC=1C=C2C(=NC1)NC=C2)=O)[N+](=O)[O-] N-{[4-({[(1R,3R)-3-hydroxycyclopentyl]methyl}amino)-3-nitrophenyl]sulfonyl}-2-(1H-pyrrolo[2,3-b]pyridin-5-yloxy)benzamide